N-(3-((2-((2-Methoxy-4-(4-methylpiperazin-1-yl)phenyl)amino)pyridin-4-yl)amino)phenyl)methanesulfonamide COC1=C(C=CC(=C1)N1CCN(CC1)C)NC1=NC=CC(=C1)NC=1C=C(C=CC1)NS(=O)(=O)C